methyl 3-(1-cyanocyclopropyl)-5-(trifluoromethyl)benzoate C(#N)C1(CC1)C=1C=C(C(=O)OC)C=C(C1)C(F)(F)F